ClC1=C(N=CN1)[N+](=O)[O-] 5-Chloro-4-nitro-1H-imidazole